(S)-3-(4-hydroxybenzo[b]thiophen-5-yl)-4-methyl-6-(((4-methylmorpholin-2-yl)methyl)amino)-1,2,4-triazin-5(4H)-one OC1=C(C=CC=2SC=CC21)C2=NN=C(C(N2C)=O)NC[C@H]2CN(CCO2)C